3-(4-allyl-2-methoxyphenoxy)cinnamic acid propyl ester C(CC)OC(C=CC1=CC(=CC=C1)OC1=C(C=C(C=C1)CC=C)OC)=O